CC1=CC(=NC=C1C(=O)O)C 4,6-Dimethyl-nicotinic acid